NCC1=CC=C(C=2N1C=CN2)C2=C(C=C(C#N)C=C2)OC2=CC(=NC(=C2)N2CCOCC2)C 4-[5-(aminomethyl)imidazo[1,2-a]pyridin-8-yl]-3-(2-methyl-6-morpholin-4-ylpyridin-4-yl)oxybenzonitrile